BrC=1C=C(C=CC1)C(C(=O)OCC)(C(=O)OC)CC1=NN=CN1C 1-ethyl 3-methyl 2-(3-bromophenyl)-2-((4-methyl-4H-1,2,4-triazol-3-yl)methyl)malonate